Cl.BrC=1C=C(C=CC1)C=1N=C(SC1)NC(=O)[C@H]1NCC1 (S)-N-(4-(3-bromophenyl)thiazol-2-yl)azetidine-2-carboxamide hydrochloride